Hydroxy-purine OC1=NC=C2NC=NC2=N1